ClC1=CC=C(CCC2=CC=C(\C=C/3\C(=C(C4=CC(=CC=C34)F)CC(=O)O)C)C=C2)C=C1 (Z)-2-(1-(4-(4-chlorophenethyl)benzylidene)-5-fluoro-2-methyl-1H-inden-3-yl)acetic acid